(3R)-4-[2-(4-chloro-3-fluorophenoxy)acetamido]-3-hydroxy-N-{[4-(trifluoromethyl)phenyl]methyl}bicyclo[2.2.2]octane-1-carboxamide ClC1=C(C=C(OCC(=O)NC23[C@@H](CC(CC2)(CC3)C(=O)NCC3=CC=C(C=C3)C(F)(F)F)O)C=C1)F